CC=1C(=CC2=C(N=C3N2C(=CC=C3)C3=CC=CC=C3)C1)C 7,8-dimethyl-1-phenylbenzo[4,5]imidazo[1,2-a]pyridine